FC(CC(C)(C)NC(=O)[C@@H]1CN(CC[C@H]1NC(=O)C1=NOC(=C1)C1=C(C=C(C=C1)F)F)C1CCCCC1)(F)F (3R,4R)-1-cyclohexyl-4-{[5-(2,4-difluoro-phenyl)-isoxazole-3-carbonyl]-amino}-piperidine-3-carboxylic acid (3,3,3-trifluoro-1,1-dimethyl-propyl)-amide